N[C@H](CC1=C(C=2N=NC=C(C2S1)NCC1=CC=CC=C1)C)C 6-[(2S)-2-aminopropyl]-N-benzyl-7-methylthieno[3,2-c]pyridazin-4-amine